9-amino-2,7-difluorocarbazole NN1C2=CC(=CC=C2C=2C=CC(=CC12)F)F